2-Dimethylamino-2-benzyl-1-(4-morpholinophenyl)butane-1-one 2-(hydroxymethyl)-2-methylpyrrolidine-1-carboxylate OCC1(N(CCC1)C(=O)O)C.CN(C(C(=O)C1=CC=C(C=C1)N1CCOCC1)(CC)CC1=CC=CC=C1)C